(1-(5-cyclopropyl-3,6-dimethoxypyridin-2-yl)propan-2-yl)carbamic acid tert-butyl ester C(C)(C)(C)OC(NC(CC1=NC(=C(C=C1OC)C1CC1)OC)C)=O